ClC1=CC=C2C(=N1)N(N=C2C)C(C)C 6-Chloro-1-isopropyl-3-methyl-1H-pyrazolo[3,4-b]pyridine